lithium methacryloxyethyl phosphate P(=O)(OCCOC(C(=C)C)=O)([O-])[O-].[Li+].[Li+]